ClC1=C(C=C(C=C1)C(=O)[C@@H]1OC(OC1)(C)C)CC1=CC2=CC=CC=C2C=C1 (R)-(4-chloro-3-(naphthalen-2-ylmethyl)phenyl)(2,2-dimethyl-1,3-dioxolan-4-yl)methanone